(1r,2s,5r)-N-(tert-butyl)-2-isopropyl-5-methylcyclohexanecarboxamide C(C)(C)(C)NC(=O)[C@H]1[C@@H](CC[C@H](C1)C)C(C)C